Cl.N[C@H](C(=O)O)CC1=CC=C(C=C1)C1=NOC(=N1)C1=C(C=C(C=C1)OC)C1=CC=CC=C1 (S)-2-amino-3-(4-(5-(5-methoxybiphenyl-2-yl)-1,2,4-oxadiazol-3-yl)phenyl)propanoic acid hydrochloride